1-N'-(4-fluorophenyl)-1-N-[4-(7-pyrimidin-5-yl-quinolin-4-yl)oxyphenyl]cyclopropane-1,1-dicarboxamide FC1=CC=C(C=C1)NC(=O)C1(CC1)C(=O)NC1=CC=C(C=C1)OC1=CC=NC2=CC(=CC=C12)C=1C=NC=NC1